FC1=C(OC=2N=CC(=NC2)C(C(=O)N)C)C=CC(=C1)F (5-(2,4-difluorophenoxy)pyrazin-2-yl)propanamide